[1,2,3]triazin-4(3H)-one N1=NNC(C=C1)=O